2-(4-(2,3-difluoro-4-nitrophenyl)piperazin-1-yl)ethan-1-ol FC1=C(C=CC(=C1F)[N+](=O)[O-])N1CCN(CC1)CCO